C(C)(C)(C)OC(=O)N1C(=CC2=NC=C(C=C21)C(F)(F)F)C2=NC=C(C=C2S(=O)(=O)CC)Br 2-[5-bromo-3-(ethylsulfonyl)pyridin-2-yl]-6-(trifluoromethyl)pyrrolo[3,2-b]pyridine-1-carboxylic acid tert-butyl ester